C(#N)C1=NC=C(C(=C1)C1=CC=2N(C=C1)N=C(C2)NC(=O)C2CC2)OCC2CCC(CC2)(C(F)(F)F)O rac-N-[5-[2-cyano-5-[[4-hydroxy-4-(trifluoromethyl)cyclohexyl]methoxy]-4-pyridyl]pyrazolo[1,5-a]pyridin-2-yl]cyclopropanecarboxamide